ClC=1C(=CC(=C(C=O)C1)OCC1CCC1)OCC1=C(C(=CC=C1)C1=CC2=C(OCCO2)C=C1)C 5-chloro-2-(cyclobutylmethoxy)-4-((3-(2,3-dihydrobenzo[b][1,4]dioxin-6-yl)-2-methylbenzyl)oxy)benzaldehyde